alpha-keto-adipic acid O=C(C(=O)O)CCCC(=O)O